CC1=NC(=CC(=N1)NC1=NC=C(C(=O)NOCC)C(=C1)NC1=C(C=C(C(=C1)F)C)N(S(=O)(=O)C)C)C 6-((2,6-dimethylpyrimidine-4-yl)amino)-N-ethoxy-4-((5-fluoro-4-methyl-2-(N-methylmethanesulfonamido)phenyl)amino)nicotinamide